C(N)(OC[C@@H](C1=CC=C(C=C1)S(=O)(=O)CC)NC(C1=CC=C(C=C1)N1[C@@H](C[C@@H](C1)OC1=CC=C(C=C1)C(F)(F)F)COC(F)F)=O)=O ((R)-2-(4-((2S,4S)-2-((difluoromethoxy) methyl)-4-(4-(trifluoromethyl) phenoxy) pyrrolidin-1-yl) benzoylamino)-2-(4-(ethylsulfonyl) phenyl) ethyl) carbamate